5-(1H-INDOL-3-YL)-OXAZOLE N1C=C(C2=CC=CC=C12)C1=CN=CO1